N=1C=NN2C1C=CC(=C2)C2=CC(=NN2C2=NC(=CC=C2)C)CC(=O)NCC2=C(C=CC=C2)F 5-([1,2,4]Triazolo[1,5-a]pyridin-6-yl)-N-(2-fluorobenzyl)-1-(6-methylpyridin-2-yl)-1H-pyrazol-3-carboxyamid